N1(CC1)C1=CC(=C2C=NNC2=C1)C=1N=NN(C1)CC1=CC=C2C=C(NC2=C1)CN1CCC(CC1)(C)C 6-(aziridin-1-yl)-4-(1-((2-((4,4-dimethylpiperidin-1-yl)methyl)-1H-indol-6-yl)methyl)-1H-1,2,3-triazol-4-yl)-1H-indazole